4-(4-((2-cyclopropyl-1H-imidazol-1-yl)methyl)phenyl)-2-propylthiazol C1(CC1)C=1N(C=CN1)CC1=CC=C(C=C1)C=1N=C(SC1)CCC